(S)-1'-(5-bromo-3,6-dimethylpyrazin-2-yl)-1,3-dihydrospiro[indene-2,4'-piperidine] BrC=1N=C(C(=NC1C)N1CCC2(CC1)CC1=CC=CC=C1C2)C